O[C@@]1([C@@H](CC[C@H](C1)C)C(C)C)C(=O)NCCC1=C(C=CC=C1)CCC(=O)OC methyl 3-(2-(2-((1S,2S,5R)-1-hydroxy-2-isopropyl-5-methylcyclohexane-1-carboxamido) ethyl)phenyl)propanoate